1,1-dioxo-2-(trifluoromethylsulfanyl)-1,2-benzothiazol-3-one O=S1(N(C(C2=C1C=CC=C2)=O)SC(F)(F)F)=O